2-chloro-1-((3-fluorobenzyl)oxy)-4-nitrobenzene ClC1=C(C=CC(=C1)[N+](=O)[O-])OCC1=CC(=CC=C1)F